C(=CCCC)C=1OCCCN1 2-pentenyl-4,5-dihydro-1,3-oxazine